(6-bromo-2-pyridinyl)-(1-methyl-4-piperidinyl)methanone BrC1=CC=CC(=N1)C(=O)C1CCN(CC1)C